2-(4-fluorophenyl)acrylic anhydride FC1=CC=C(C=C1)C(C(=O)OC(C(=C)C1=CC=C(C=C1)F)=O)=C